N-(1-((difluoromethoxy)methyl)cyclopropyl)-4,5,6,7-tetrahydroisoxazolo[4,5-c]pyridine-3-carboxamide hydrochloride Cl.FC(OCC1(CC1)NC(=O)C1=NOC2=C1CNCC2)F